(2,3-dimethyl-2H-indazol-5-yl)-1H-benzo[d]imidazol-2(3H)-one CN1N=C2C=CC(=CC2=C1C)N1C(NC2=C1C=CC=C2)=O